FC(OC=1C(=CC2=C(OCCO2)C1)CCNC(OC(C)(C)C)=O)F Tert-butyl (2-(7-(difluoromethoxy)-2,3-dihydrobenzo[b][1,4]dioxin-6-yl)ethyl)carbamate